chloro(2-hydroxyethyl)(methyl)arsine Cl[As](C)CCO